4-({(4-CYCLOPROPYLISOQUINOLIN-3-YL)[4-(TRIFLUOROMETHOXY)BENZYL]AMINO}SULFONYL)BENZOIC ACID C1(CC1)C1=C(N=CC2=CC=CC=C12)N(S(=O)(=O)C1=CC=C(C(=O)O)C=C1)CC1=CC=C(C=C1)OC(F)(F)F